ClC=1C=NC(=NC1)I 5-chloro-2-iodopyrimidine